FC=1C=C2N=CC(=NC2=CC1)N1C[C@H](N([C@H](C1)C)C(=O)Cl)C (2R,6S)-4-(6-fluoroquinoxalin-2-yl)-2,6-dimethylpiperazine-1-carbonyl chloride